CC1=CC=CC(=N1)C=1N=C2N(CC(N2)CO)C1C1=CC=2C=NC=CC2S1 [6-(6-methyl-pyridin-2-yl)-5-thieno[3,2-c]Pyridin-2-yl-2,3-dihydro-1H-imidazo[1,2-a]imidazol-2-yl]-methanol